allyloxy cinnamate C(C=CC1=CC=CC=C1)(=O)OOCC=C